[N+](=O)([O-])C=1C(=NC(=CC1)C1=CC=CC=C1)NC1=CC=C(C=C1)NC(=O)N1CC(CC1)C(=O)OC methyl 1-[[4-[(3-nitro-6-phenyl-2-pyridyl)amino]phenyl]carbamoyl]pyrrolidine-3-carboxylate